(rac)-7-benzyl 5-(tert-butyl) 2-(2-acetoxy-4-isopropylphenyl)-3,4,5a,6,8,9-hexahydro-2H-10-oxa-1,2,5,7-tetraazacycloocta[cd]indene-5,7-dicarboxylate C(C)(=O)OC1=C(C=CC(=C1)C(C)C)N1N=C2C=3[C@@H](N(CCC13)C(=O)OC(C)(C)C)CN(CCO2)C(=O)OCC2=CC=CC=C2 |r|